tert-butyl N-[(5-carbamoyl-1-cyclopropyl-6-oxopyridin-3-yl)methyl]-N-[[(2S)-oxolan-2-yl]methyl]carbamate C(N)(=O)C1=CC(=CN(C1=O)C1CC1)CN(C(OC(C)(C)C)=O)C[C@H]1OCCC1